6-(difluoromethoxy)-N-[2-[4-(hydroxymethyl)cyclohexyl]-6-(1-hydroxy-1-methyl-ethyl)indazol-5-yl]pyridine-2-carboxamide FC(OC1=CC=CC(=N1)C(=O)NC1=CC2=CN(N=C2C=C1C(C)(C)O)C1CCC(CC1)CO)F